COC(CCCC(=O)C=1SC=C(C1)Br)=O 5-(4-bromothien-2-yl)-5-oxopentanoic acid methyl ester